FC1(CCOC12CCC1(OCCO1)CC2)F 12,12-difluoro-1,4,9-trioxadispiro[4.2.48.25]tetradecane